NC=1C=2N(C3=CC(=CC=C3N1)C(=O)N([C@@H]1COC3=C1C=CC(=C3)C=3C=NN(C3)C)C)C=NC2 (S)-4-amino-N-methyl-N-(6-(1-methyl-1H-pyrazol-4-yl)-2,3-dihydrobenzofuran-3-yl)imidazo[1,5-a]quinoxaline-8-carboxamide